methyl-3-methyl-5-tert-butyl-4-hydroxyphenylpropionic acid CC(C(=O)O)(C)C1=CC(=C(C(=C1)C(C)(C)C)O)C